(3R)-1-(2-(3-(4-benzylpiperazin-1-yl)-2-methylpropyloxy)-7-chloro-8-fluoropyrido[4,3-d]pyrimidin-4-yl)-3-methylpiperidin-3-ol C(C1=CC=CC=C1)N1CCN(CC1)CC(COC=1N=C(C2=C(N1)C(=C(N=C2)Cl)F)N2C[C@@](CCC2)(O)C)C